FC(C1=CC=CC(=N1)CC(=O)OC)(F)F methyl 2-(6-(trifluoromethyl)pyridin-2-yl)acetate